5-(2-(5-acetyl-2-fluorophenylamino)-5-methylpyrimidin-4-ylamino)benzo[d]oxazol-2(3H)-one C(C)(=O)C=1C=CC(=C(C1)NC1=NC=C(C(=N1)NC=1C=CC2=C(NC(O2)=O)C1)C)F